trimethylammonium ethyl-chloromethylacrylate C(C)C=C(C(=O)[O-])CCl.C[NH+](C)C